[2-13C]alanine N[13C@@H](C)C(=O)O